(E)-6-(3-(dimethylamino)acryloyl)-2-azaspiro[3.3]heptane-2-carboxylic acid tert-butyl ester C(C)(C)(C)OC(=O)N1CC2(C1)CC(C2)C(\C=C\N(C)C)=O